C(C)(=O)C1=C(C2=C(N=C(N=C2)NC2=NC=C(C=C2)N2CCN(CC2)C2CCNCC2)N(C1=O)C1CCCC1)C 6-acetyl-8-cyclopentyl-5-methyl-2-[[5-[4-(4-piperidinyl)piperazin-1-yl]-2-pyridinyl]amino]pyrido[2,3-d]pyrimidin-7-one